4-(4-(benzo[d]thiazol-2-ylcarbamoyl)-3-fluorobenzylidene)piperidine-1-carboxylic acid tert-butyl ester C(C)(C)(C)OC(=O)N1CCC(CC1)=CC1=CC(=C(C=C1)C(NC=1SC2=C(N1)C=CC=C2)=O)F